CN(C(CC)=O)C N,N-dimethyl-propanamide